N-[3-(difluoromethoxy)benzyl]-4-(1H-pyrrolo[3,2-c]pyridin-4-yl)benzamide FC(OC=1C=C(CNC(C2=CC=C(C=C2)C2=NC=CC3=C2C=CN3)=O)C=CC1)F